ClC1=C(C=CC=C1)C1=CC(OC2=CC(=CC=C12)OC(C(=O)N1CC(CCC1)C(=O)O)C)=O 1-[2-[4-(2-chlorophenyl)-2-oxo-chromen-7-yl]oxypropionyl]piperidine-3-carboxylic acid